C12C3(C(CC(C1(C)C)C2)O3)C (+)-2,3-epoxy-cis-pinane